ClCOCCOC 1-(chloromethoxy)-2-methoxy-ethane